NC1=C(C(=NN1C1COCCC1)C1=CC=C(C=C1)Br)C#N 5-amino-3-(4-bromophenyl)-1-tetrahydropyran-3-yl-pyrazole-4-carbonitrile